8-benzoyl-2-(2,3,5-trifluorobenzyl)-2,8-diazaspiro[4.5]decan-1-one C(C1=CC=CC=C1)(=O)N1CCC2(CCN(C2=O)CC2=C(C(=CC(=C2)F)F)F)CC1